C(C([2H])([2H])[2H])(OC1=CC=C(C=N1)C1=CN=CC(=N1)C(=O)NOCC1=C(C=CC(=C1)OC)F)([2H])[2H] 6-(6-(ethoxy-d5)pyridin-3-yl)-N-((2-fluoro-5-methoxybenzyl)oxy)pyrazine-2-carboxamide